(S,E)-3,7,11-Trimethyl-6,10-dodecadienal C[C@H](CC=O)CC\C=C(\CCC=C(C)C)/C